2-((2-ethyl-6-(4-ethylpiperazin-1-yl)-1-oxo-1,2-dihydroisoquinolin-4-yl)(methyl)amino)-4-(4-fluorophenyl)thiazole-5-carbonitrile C(C)N1C(C2=CC=C(C=C2C(=C1)N(C=1SC(=C(N1)C1=CC=C(C=C1)F)C#N)C)N1CCN(CC1)CC)=O